(M)-3-chloro-4-((5-fluoropyridin-2-yl)methoxy)-6''-(2-hydroxypropan-2-yl)-5',6-dimethyl-2H-[1,4':2',2''-terpyridin]-2-one ClC=1C(N(C(=CC1OCC1=NC=C(C=C1)F)C)C1=CC(=NC=C1C)C1=NC(=CC=C1)C(C)(C)O)=O